BrC1=C(C(=CC=C1)NC=1C(=NC(=CC1)OCC1=CC=CC=C1)OCC1=CC=CC=C1)N 3-bromo-N1-(2,6-dibenzyloxy-3-pyridyl)benzene-1,2-diamine